4-(3-(ethyl(2-(4-((6-hydroxy-2-(4-(Methylsulfonyl)phenyl)naphthalen-1-yl)oxy)phenoxy)ethyl)amino)propoxy)benzoic acid C(C)N(CCCOC1=CC=C(C(=O)O)C=C1)CCOC1=CC=C(C=C1)OC1=C(C=CC2=CC(=CC=C12)O)C1=CC=C(C=C1)S(=O)(=O)C